2-(5-(1-(4-amino-1H-pyrazol-1-yl)ethyl)pyridin-2-yl)propan-2-ol NC=1C=NN(C1)C(C)C=1C=CC(=NC1)C(C)(C)O